4-(trifluoromethyl)quinolinehydrazide FC(C1=CC(=NC2=CC=CC=C12)C(=O)NN)(F)F